3-(5-(benzyloxy)-1-(4-fluoro-3-methylphenyl)-2-isopropyl-1H-indol-3-yl)-N-methylazetidine-1-sulfonamide C(C1=CC=CC=C1)OC=1C=C2C(=C(N(C2=CC1)C1=CC(=C(C=C1)F)C)C(C)C)C1CN(C1)S(=O)(=O)NC